2-chloroisophthalic acid ClC1=C(C(=O)O)C=CC=C1C(=O)O